(E)-N-((dimethylamino)methylene)-4-methoxybenzamide CN(C)\C=N\C(C1=CC=C(C=C1)OC)=O